dibenzothiophenyl-[dimethylfluorenyl-(biPhenylyl)triazinyl]terbenzen C1(=CC=CC=2SC3=C(C21)C=CC=C3)C=3C(=C(C=CC3)C=3C(=CC=CC3)C3=CC=CC=C3)C3=NN=NC(=C3C3=C(C=CC=C3)C3=CC=CC=C3)C3=C(C(=CC=2C1=CC=CC=C1CC32)C)C